COCC1=CC=C(C=C1)N1N=CC=2C(C1=O)=C(N(C2C)C2=CC(=CC=C2)OC)C 2-(4-(Methoxymethyl)phenyl)-6-(3-methoxyphenyl)-5,7-dimethyl-2,6-dihydro-1H-pyrrolo[3,4-d]pyridazin-1-one